tert-butyl ((2-(2,5-dioxopyrrolidin-3-yl)-1-oxoisoindolin-5-yl)methyl)carbamate O=C1NC(CC1N1C(C2=CC=C(C=C2C1)CNC(OC(C)(C)C)=O)=O)=O